3-amino-4-(3-boronopropyl)-1-carbamimidoylpyrrolidine-3-carboxylic acid, 2,2,2-trifluoroacetic acid salt FC(C(=O)O)(F)F.NC1(CN(CC1CCCB(O)O)C(N)=N)C(=O)O